1-(2-(4-(4-(1-hydroxyethyl)phenyl)-1H-imidazol-2-yl)piperidin-1-yl)-2-(methylthio)propan-1-one OC(C)C1=CC=C(C=C1)C=1N=C(NC1)C1N(CCCC1)C(C(C)SC)=O